tert-butyl-pent-4-ynoxy-diphenyl-silane C(C)(C)(C)[Si](C1=CC=CC=C1)(C1=CC=CC=C1)OCCCC#C